5-(7-Methylpyrido[2,3-b]pyrazin-6-yl)-2-(thiophen-2-yl)-4,5,6,7-tetrahydrothiazolo[5,4-c]pyridine CC1=CC=2C(=NC=CN2)N=C1N1CC2=C(CC1)N=C(S2)C=2SC=CC2